methyl 4-(3,4-dihydro-2H-1,3-benzothiazin-8-yl)-5-fluoro-2-morpholin-4-ylbenzoate dihydrochloride Cl.Cl.S1CNCC2=C1C(=CC=C2)C2=CC(=C(C(=O)OC)C=C2F)N2CCOCC2